NC1=NC=CC=C1C1=NC=2C(=NC(=CC2)C2=CC=CC=C2)N1C1=CC=C(CN2CC3(CN(C3)C(=O)OC(C)(C)C)CC2)C=C1 tert-Butyl 6-(4-(2-(2-aminopyridin-3-yl)-5-phenyl-3H-imidazo[4,5-b]pyridin-3-yl)benzyl)-2,6-diazaspiro[3.4]octane-2-carboxylate